8-(benzyloxy)-7-bromo-2-chloroquinoxaline C(C1=CC=CC=C1)OC=1C(=CC=C2N=CC(=NC12)Cl)Br